(5R)-5-(2-hydroxyethyl)-3-[(4-methoxyphenyl)methyl]oxazolidin-2-one OCC[C@@H]1CN(C(O1)=O)CC1=CC=C(C=C1)OC